CS(=O)(=O)C1=C(C=C(C=C1)CC1CC2(CN(C2)C(=O)N2CC3(C2)CC(C3)C=3C=NC(=CC3)C(F)(F)F)C1)C(F)(F)F [6-[[4-methylsulfonyl-3-(trifluoromethyl)phenyl]methyl]-2-azaspiro[3.3]heptan-2-yl]-[6-[6-(trifluoromethyl)-3-pyridinyl]-2-azaspiro[3.3]heptan-2-yl]methanone